(2R,3aS,6S,6aR)-6-((2-amino-3-bromoquinolin-7-yl)oxy)-2-(2-chloro-5-fluoro-7H-pyrrolo[2,3-d]pyrimidin-7-yl)hexahydro-3aH-cyclopenta[b]furan-3,3a-diol NC1=NC2=CC(=CC=C2C=C1Br)O[C@H]1CC[C@]2([C@@H]1O[C@H](C2O)N2C=C(C1=C2N=C(N=C1)Cl)F)O